[Pb].[Pb].[Pb].C(=N)N formamidine tri-lead